[[[1-methyl-3-oxo-3-[4-[5-(trifluoromethyl)pyrimidin-2-yl]piperazin-1-yl]propyl]amino]methyl]-5-(trifluoromethyl)-1H-pyridazin-6-one CC(CC(N1CCN(CC1)C1=NC=C(C=N1)C(F)(F)F)=O)NCN1N=CC=C(C1=O)C(F)(F)F